bis[2-(ethyldimethoxysilyl)1-butyl-1,3-butanedione] platinum (II) [Pt+2].C(C)[Si](C(C(=O)CCCC)C(C)=O)(OC)OC.C(C)[Si](C(C(=O)CCCC)C(C)=O)(OC)OC